(6-amino-2,3-dimethylphenyl)dimethyl-phosphine oxide NC1=CC=C(C(=C1P(C)(C)=O)C)C